5-(difluoro(methoxy)methyl)pyridine FC(C=1C=CC=NC1)(OC)F